N(=[N+]=[N-])CC1=C(C(=C(C=C1)Br)F)S(=O)C 1-(azidomethyl)-4-bromo-3-fluoro-2-(methylsulfinyl)benzene